6-(8-((4-ethoxyphenyl)sulfonyl)-8-azaspiro[4.5]decan-2-yl)-2-oxa-6-azaspiro[3.3]heptane C(C)OC1=CC=C(C=C1)S(=O)(=O)N1CCC2(CCC(C2)N2CC3(COC3)C2)CC1